[Cl-].C(CCCCCCCCCCC)[NH2+]C laurylmonomethyl-ammonium chloride